CS(=O)(=O)NC(=O)C12CC(C1)C2 3-((methylsulfonyl)carbamoyl)bicyclo[1.1.1]pentane